FC1(CCC2=C(C=CC=C12)[C@@H](C)NC(=O)C=1C=2C(C(N(C1)C1CC(C1)(F)F)=O)=CN(N2)C2OCCCC2)F N-[(1R)-1-(1,1-difluoro-2,3-dihydro-1H-inden-4-yl)ethyl]-5-(3,3-difluorocyclobutyl)-2-(oxan-2-yl)-4-oxo-2H,4H,5H-pyrazolo[4,3-c]pyridine-7-carboxamide